1-hydroxynaphthoic acid OC1(CC=CC2=CC=CC=C12)C(=O)O